9,10-dibenzyloxyphenanthrene C(C1=CC=CC=C1)OC=1C2=CC=CC=C2C=2C=CC=CC2C1OCC1=CC=CC=C1